2-(4-{5-[(7S)-7-Methyl-7-[(2R)-2-methylpyrrolidin-1-yl]-6,7,8,9-tetrahydro-5H-benzo[7]annulen-2-yl]-2H-pyrazolo[3,4-b]pyridin-3-yl}phenyl)-1,3-thiazole C[C@@]1(CCC2=C(CC1)C=C(C=C2)C2=CC=1C(N=C2)=NNC1C1=CC=C(C=C1)C=1SC=CN1)N1[C@@H](CCC1)C